tert-butyl (3-{[5-(difluoromethyl)pyrazine-2-carbonyl](methyl)amino}bicyclo[1.1.1]pentan-1-yl)carbamate FC(C=1N=CC(=NC1)C(=O)N(C12CC(C1)(C2)NC(OC(C)(C)C)=O)C)F